4-[4-[bis(tert-butoxycarbonyl)amino]-5-iodopyrrolo[2,1-f][1,2,4]triazin-7-yl]-2-(methoxymethyl)pyrrolidine-1-carboxylate C(C)(C)(C)OC(=O)N(C1=NC=NN2C1=C(C=C2C2CC(N(C2)C(=O)[O-])COC)I)C(=O)OC(C)(C)C